CC1=C(C(=CC(=C1)CC)C)O 2,6-dimethyl-4-ethylphenol